N-[5-[(3,5-difluorophenyl)methyl]-1H-indazol-3-yl]-4-(4-methylpiperazin-1-yl)-2-(4-piperidylamino)benzamide FC=1C=C(C=C(C1)F)CC=1C=C2C(=NNC2=CC1)NC(C1=C(C=C(C=C1)N1CCN(CC1)C)NC1CCNCC1)=O